6-(2,6-dichlorophenyl)-2-[(4-oxo-1,4-dihydrocinnolin-6-yl)amino]imidazo[1,2-a]pyrimido[5,4-e]pyrimidin-5(6H)-one ClC1=C(C(=CC=C1)Cl)N1C=2N(C3=C(C1=O)C=NC(=N3)NC=3C=C1C(C=NNC1=CC3)=O)C=CN2